2,2-difluoro-2'-(5-fluoropyridin-2-yl)-5'H,7'H-spiro[cyclopropane-1,6'-pyrazolo[5,1-b][1,3]oxazine] FC1(CC12CN1C(OC2)=CC(=N1)C1=NC=C(C=C1)F)F